NC1=C2C(=NC=N1)N(N=C2C(F)F)C(C)C=2C(=C(C(=C(C#N)C2)C)C2CN(C2)CC(F)F)OC {1-[4-Amino-3-(difluoromethyl)-1H-pyrazolo[3,4-d]pyrimidin-1-yl]ethyl}-3-[1-(2,2-difluoroethyl)azetidin-3-yl]-4-methoxy-2-methylbenzonitrile